C(C)(C)(C)OC(=O)C=1C(=C2N(N1)CCC2)C2=NC=C(C=N2)F.CC=2C(=NOC2C)C(=O)NC=2C=C1C(=NC2)NC(=C1)C1=CC=CC=C1 4,5-dimethyl-N-(2-phenyl-1H-pyrrolo[2,3-b]pyridin-5-yl)isoxazole-3-carboxamide Tert-butyl-3-(5-fluoropyrimidin-2-yl)-5,6-dihydro-4H-pyrrolo[1,2-b]pyrazole-2-carboxylate